(3aR,6aS)-N-{(1R,6S)-2,2-difluoro-6-[4-(propan-2-yl)piperazine-1-yl]cyclohexyl}-5-(4-methylphenyl)hexahydropyrrolo[3,4-c]pyrrole-2(1H)-carboxamide FC1([C@@H]([C@H](CCC1)N1CCN(CC1)C(C)C)NC(=O)N1C[C@@H]2CN(C[C@@H]2C1)C1=CC=C(C=C1)C)F